ClC1=CC=C(C[C@H]2CO[C@H](CN2C(=O)OC(C)(C)C)CO)C=C1 tert-butyl (2R,5S)-5-(4-chlorobenzyl)-2-(hydroxymethyl)morpholine-4-carboxylate